(R)-4-chloro-N-(1-methylpiperidin-3-yl)-7,8-dihydro-5H-pyrano[3,4-d]pyridazin-1-amine ClC=1N=NC(=C2C1COCC2)N[C@H]2CN(CCC2)C